N-(2,3-dimethylbutyl)benzene-1,2-diamine CC(CNC=1C(=CC=CC1)N)C(C)C